The molecule is a glycolipid that consists of 1,2-dioctanoyl-sn-glycerol having an alpha-D-galactosyl-(1->6)-beta-D-galactosyl residue attached at position 3. It is a glycoglycerolipid and a disaccharide derivative. CCCCCCCC(=O)OC[C@H](CO[C@H]1[C@@H]([C@H]([C@H]([C@H](O1)CO[C@@H]2[C@@H]([C@H]([C@H]([C@H](O2)CO)O)O)O)O)O)O)OC(=O)CCCCCCC